CC(=CCC/C(=C/CCC(=C)C=C)/C)C (6E)-β-farnesene